C(C)C=1C=CC(=C(C1)C1(OCCC1)C(=O)NS(=O)(=O)C=1C=2C=CC(=NC2C=CC1)C)OC1=CC=CC=C1 2-(5-ethyl-2-phenoxyphenyl)-N-(2-methyl-quinoline-5-sulfonyl)oxolane-2-carboxamide